3-(tert-butoxy)-9,10-dimethoxy-1,3,4,6,7,11b-hexahydro-2H-pyrido[2,1-a]isoquinolin-2-one C(C)(C)(C)OC1C(CC2N(CCC3=CC(=C(C=C23)OC)OC)C1)=O